7-methyl-2-((7-methyl-[1,2,4]triazolo[1,5-a]pyridin-6-yl)amino)-9-(tetrahydro-2H-pyran-4-yl)-7,9-dihydro-8H-purin-8-one CN1C(N(C2=NC(=NC=C12)NC=1C(=CC=2N(C1)N=CN2)C)C2CCOCC2)=O